CC(CCCCN)(C)C1=CC=CC=C1 p-(1,1-dimethyl-5-aminopentyl)benzene